[Br-].N1CC1 ethylenimine bromide